2-(2-methylpentan-2-yl)benzol CC(C)(CCC)C1=CC=CC=C1